tert-butyl 7-(3,5-dichlorophenyl)-4,7-diazaspiro[2.5]octane-4-carboxylate ClC=1C=C(C=C(C1)Cl)N1CCN(C2(CC2)C1)C(=O)OC(C)(C)C